BrC=1C(=CC(=NC1)C(=O)OC)F methyl 5-bromo-4-fluoropicolinate